C(C(C)C)C1=CC=C(C=C1)[C@@H](C(=O)OC1=C(C(=CC(=C1)C)C)C(C)(CCO)C)C (S)-2-(4-Hydroxy-2-methylbutan-2-yl)-3,5-dimethylphenyl 2-(4-isobutylphenyl)propanoate